di(n-hexadecyl)peroxy-dicarbonate C(CCCCCCCCCCCCCCC)OC(=O)OOC(=O)OCCCCCCCCCCCCCCCC